((4-(5-(difluoromethyl)-1,3,4-oxadiazol-2-yl)-2-fluorobenzyl)(phenyl)aminoCarbamoyl)-3-fluoroazetidine-1-carboxylic acid tert-butyl ester C(C)(C)(C)OC(=O)N1C(C(C1)F)C(N(NC1=CC=CC=C1)CC1=C(C=C(C=C1)C=1OC(=NN1)C(F)F)F)=O